(1R,3R,5R)-N-((R)-(4-chloro-2-fluorophenyl)(3-oxetanyl)methyl)-2-((2-(2-methyl-2-propanyl)-4-pyridinyl)carbonyl)-2-azabicyclo[3.1.0]hexane-3-carboxamide ClC1=CC(=C(C=C1)[C@H](NC(=O)[C@@H]1N([C@@H]2C[C@@H]2C1)C(=O)C1=CC(=NC=C1)C(C)(C)C)C1COC1)F